BrC1=CC=C(C[N+]2=C3N(C(C(=C2)C2SCCS2)=O)C=CC=C3)C=C1 1-(4-bromobenzyl)-3-(1,3-dithiolan-2-yl)-4-oxo-4H-pyrido[1,2-a]pyrimidinium